ClC=1C(=NC(=NC1)F)NC=1C=C2C=C(C(N(C2=CC1)C(C)C)=O)OCC(=O)NC 2-({6-[(5-chloro-2-fluoropyrimidin-4-yl)amino]-1-isopropyl-2-oxoquinolin-3-yl}oxy)-N-methylacetamide